S([O-])(O)(=O)=O.C(CCC)[NH3+] N-butylammonium bisulfate